2-(thiazol-2-yl)ethan-1-amine S1C(=NC=C1)CCN